C(NC(C1=CN=CC=C1NC1=CC=CC=2C=3C(CN(C12)C)=CN(N3)C3COC3)=O)([2H])([2H])[2H] N-(methyl-d3)-4-((5-methyl-2-(oxetan-3-yl)-4,5-dihydro-2H-pyrazolo[4,3-c]quinolin-6-yl)amino)nicotinamide